2-(4-(3-isopropyl-2-(5-methoxy-1,4-dimethyl-6-oxo-1,6-dihydropyridin-3-yl)-1H-indol-5-yl)piperidin-1-yl)-N,N-dimethylacetamide C(C)(C)C1=C(NC2=CC=C(C=C12)C1CCN(CC1)CC(=O)N(C)C)C1=CN(C(C(=C1C)OC)=O)C